[Si](C)(C)(C(C)(C)C)OC[C@@H](COC1=NN(C(=C1[N+](=O)[O-])C)C1CCC(CC1)OC)C 3-((R)-3-((tert-butyldimethylsilyl)oxy)-2-methylpropoxy)-1-((1r,4R)-4-methoxycyclohexyl)-5-methyl-4-nitro-1H-pyrazole